(R)-N-(1-(6,7-difluoro-1-methoxyisoquinolin-4-yl)ethyl)-5,6-difluoro-N-methyl-1H-indole-2-carboxamide FC=1C=C2C(=CN=C(C2=CC1F)OC)[C@@H](C)N(C(=O)C=1NC2=CC(=C(C=C2C1)F)F)C